ClC1=CC=CC(=N1)C1=NC=CC=C1 6-chloro-2,2'-bipyridine